6-bromohexyl 4,4-bis(((Z)-hept-3-en-1-yl)oxy)butanoate C(C\C=C/CCC)OC(CCC(=O)OCCCCCCBr)OCC\C=C/CCC